N-(4-bromobenzyl)-2-chloroacetamide BrC1=CC=C(CNC(CCl)=O)C=C1